pyrazolo[1,5-a]Pyridine-3-carbonitril N1=CC(=C2N1C=CC=C2)C#N